C(C1=CC=CC=C1)(=O)OOC(C1=CC=CC=C1)=O Di(benzoyl)peroxid